FC(OC1=CC=C(C(=O)NC=2N(C=C(N2)C(F)(F)F)C2=CC=C(C=C2)OC)C=C1)F 4-(Difluoromethoxy)-N-[1-(4-methoxyphenyl)-4-(trifluoromethyl)-1H-imidazol-2-yl]benzamide